C(C)(C)(C)S(=O)\N=C\[C@H]1N(CC(C1)(F)F)C(=O)OC(C)(C)C tert-butyl (2S)-2-[(E)-tert-butylsulfinyliminomethyl]-4,4-difluoro-pyrrolidine-1-carboxylate